OC1(CC1)C1=NNC(=N1)C1CC2(CN(C2)C(=O)N2CCC(CC2)COC2=C(C=C(C=C2)OC(F)(F)F)S(=O)(=O)C)C1 [6-[3-(1-hydroxycyclopropyl)-1H-1,2,4-triazol-5-yl]-2-azaspiro[3.3]heptan-2-yl]-[4-[[2-mesyl-4-(trifluoromethoxy)phenoxy]methyl]-piperidino]methanone